C(C)(=O)N1[C@H]([C@@H]([C@H](C2=CC(=CC=C12)C(=O)NCCO[Si](C)(C)C(C)(C)C)NC1=C(C=C(C=C1)C#N)F)C)C1CC1 (2S,3R,4R)-1-acetyl-N-(2-((tert-butyldimethylsilyl)oxy)ethyl)-4-((4-cyano-2-fluorophenyl)amino)-2-cyclopropyl-3-methyl-1,2,3,4-tetrahydroquinoline-6-carboxamide